C(C)(C)NC(C(COC1=C2C=CCC2=C(C=C1)C)O)C 3-isopropylamino-1-(7-methylinden-4-yloxy)-2-butanol